COC[C@@]1(N2CCC(C1=O)CC2)COC(=O)N[C@@H](C(C)C)C(=O)OC[C@]2(N1CCC(C2=O)CC1)COC ((1S,2R,4S)-2-(methoxymethyl)-3-oxoquinuclidin-2-yl)methyl ((((1S,2R,4S)-2-(methoxymethyl)-3-oxoquinuclidin-2-yl)methoxy)carbonyl)-L-valinate